C(C)C(C(=O)O)CCCCC.C(C)OC(C1CO1)=O.C(C)C(C(=O)O)CCCCC.FC(C1=CC=C(C=C1)NC=1C(=NC=CN1)N1CCN(CC1)C(C#C)=O)(F)F 1-[4-(3-{[4-(trifluoromethyl)phenyl]amino}pyrazin-2-yl)piperazin-1-yl]prop-2-yn-1-one (ethyl heptanoate) ethyl-glycidate (ethyl-heptanoate)